FC=1C=C(C=CC1C)N1N=C2N=CN=C(C2=C1)N1CC(N(CC1)C)C(=O)NCC=1N(C2=CC=CC=C2C1)C 4-(2-(3-fluoro-4-methylphenyl)-2H-pyrazolo[3,4-d]pyrimidin-4-yl)-1-methyl-N-((1-methyl-1H-indol-2-yl)methyl)piperazine-2-carboxamide